COC(C1=C(N=C(C(=C1)Cl)CF)N1CCC(CCC1)(F)F)=O 5-chloro-2-(4,4-difluoroazepan-1-yl)-6-(fluoromethyl)nicotinic acid methyl ester